C(C1=CC=CC=C1)OC(=O)N1CCN(CC1)C=1SC=2CN(CCC2N1)C(C1=CC=CC=C1)(C1=CC=CC=C1)C1=CC=CC=C1 Benzyl-4-(5-trityl-4,5,6,7-tetrahydrothiazolo[5,4-c]pyridin-2-yl)piperazine-1-carboxylate